1-(4-((dimethylamino)methyl)phenyl)ethan-1-ol CN(C)CC1=CC=C(C=C1)C(C)O